BrC1=CC2=C(N=C(N=C2C23CC(C2)(C3)C(F)(F)F)[C@@H]3C[C@@H](OCC3)C=3C=CC(N(C3)C)=O)N=C1C 5-[(2R,4S)-4-[6-bromo-7-methyl-4-[3-(trifluoromethyl)-1-bicyclo[1.1.1]pentanyl]pyrido[2,3-d]pyrimidin-2-yl]tetrahydropyran-2-yl]-1-methyl-pyridin-2-one